C(=O)(O)/C(=C/[C@H](C(C)C)N(O[C@@H](C(C)(C)C)NC(C(C(C)(C)C1=CC=C(C(=O)O)C=C1)NC)=O)C)/C 4-(4-(((S)-1-(((S,E)-5-carboxy-2-methyl-hex-4-en-3-yl)(methyl)amino)-3,3-dimethyl-1-oxabutan-2-yl)amino)-2-methyl-3-(methylamino)-4-oxobutan-2-yl)benzoic acid